2-chloro-1-((3R,4R)-3-((3-chloro-6-((1-ethyl-1H-pyrazol-4-yl)amino)-1H-pyrazolo[3,4-d]pyrimidin-4-yl)amino)-4-methylpiperidin-1-yl)ethan-1-one ClCC(=O)N1C[C@@H]([C@@H](CC1)C)NC1=C2C(=NC(=N1)NC=1C=NN(C1)CC)NN=C2Cl